3',5'-dimethyl-5',6'-dihydro-4'H-spiro[cyclopropane-1,7'-thieno[3,2-c]pyridin]-4'-one CC1=CSC2=C1C(N(CC21CC1)C)=O